N-(2-(4,4-Difluoropiperidin-1-yl)pyridin-4-yl)-4-(N-(3-methyloxetan-3-yl)sulfamoyl)-2-(6-azaspiro[2.5]octan-6-yl)benzamide FC1(CCN(CC1)C1=NC=CC(=C1)NC(C1=C(C=C(C=C1)S(NC1(COC1)C)(=O)=O)N1CCC2(CC2)CC1)=O)F